CC(C[C@@H](C(=O)NCC(=O)O)NC(NC1=CC=C(C=C1)C(F)(F)F)=O)C {[(2S)-4-methyl-2-({[4-(trifluoromethyl)phenyl]carbamoyl}amino)pentanoyl]amino}acetic acid